3-(3-(4-fluorophenyl)-4-(6-phenylfuro[2,3-d]pyrimidin-4-yl)-1H-pyrazol-1-yl)-2,2-dimethylpropanoic acid FC1=CC=C(C=C1)C1=NN(C=C1C=1C2=C(N=CN1)OC(=C2)C2=CC=CC=C2)CC(C(=O)O)(C)C